FCC(C(CC(=O)O)NC([C@H](C(C)C)N1C(C2=CC(=CC=C2C1)N1CCCC1)=O)=O)=O 5-fluoro-3-((S)-3-methyl-2-(1-oxo-6-(pyrrolidin-1-yl)isoindolin-2-yl)butanamido)4-oxopentanoic acid